COC1=CC=C(C2=CC=CC=C21)O 4-methoxynaphthol